6-(5,6-dimethoxy-1H-benzo[d]imidazol-2-yl)-2-methyl-2H-pyrazolo[4,3-b]pyridin-5(4H)-one COC1=CC2=C(NC(=N2)C2=CC=3C(NC2=O)=CN(N3)C)C=C1OC